O[C@@H]1C[C@H](N(C1)C(=O)[C@@H](NC(COCCOCCOCC(=O)OC)=O)C(C)(C)C)C(NCC1=CC=C(C=C1)C1=C(N=CS1)C)=O (S)-methyl 13-((2S,4R)-4-hydroxy-2-((4-(4-methylthiazol-5-yl)benzyl) carbamoyl) pyrrolidine-1-carbonyl)-14,14-dimethyl-11-oxo-3,6,9-trioxa-12-azapentadecan-1-oate